diphenyl bromo phosphate P(=O)(OC1=CC=CC=C1)(OC1=CC=CC=C1)OBr